1-(3-chloro-5-fluorophenyl) propylmethanesulfonate C(CC)CS(=O)(=O)OC1=CC(=CC(=C1)F)Cl